ethyl 5-bromo-2-oxo-spiro[indoline-3,4'-tetrahydropyran]-1,6-dicarboxylate BrC=1C=C2C(=CC1C(=O)[O-])N(C(C21CCOCC1)=O)C(=O)OCC